NC1=NC=NC=2C3=C(CC(C12)(C)C)C(=C(C=C3)O[C@@H]3CC[C@H](CC3)NC(OC(C)(C)C)=O)[N+](=O)[O-] tert-butyl N-[trans-4-[(4-amino-5,5-dimethyl-7-nitro-6H-benzo[h]quinazolin-8-yl)oxy]cyclohexyl]carbamate